COC(C)C=1C=C(C2=C(N=C(O2)N2CC3CCC(C2)N3C(=O)OC(C)(C)C)C1C(F)(F)F)C=1SC=CN1 tert-Butyl 3-(5-(1-methoxyethyl)-7-(thiazol-2-yl)-4-(trifluoromethyl)benzo[d]oxazol-2-yl)-3,8-diazabicyclo[3.2.1]octane-8-carboxylate